BrC=1C=CC(=C(CC2=C(C(=CC(=C2[2H])[2H])[2H])[2H])C1)Cl 4-(5-bromo-2-chlorobenzyl)benzene-2,3,5,6-d4